C(C1=CC=CC=C1)O[C@H]1[C@H](O[C@@H]([C@H]1OCC1=CC=CC=C1)COCC1=CC=CC=C1)C1=CSC2=C1N=C(N=C2NC2CCCC2)Cl 7-((2R,3S,4R,5R)-3,4-bis(benzyloxy)-5-((benzyloxy)methyl)tetrahydrofuran-2-yl)-2-chloro-N-cyclopentylthieno[3,2-d]pyrimidin-4-amine